C(CC)OCOC(C(=C)C)=O Propoxymethylmethacrylat